C(CCC)[C@@H]1N[C@@H](C2=CC=C(C=C2C1)OC)C1=CC=C(NC2CC(C2)(F)F)C=C1 4-((1R,3S)-3-butyl-6-methoxy-1,2,3,4-tetrahydroisoquinolin-1-yl)-N-(3,3-difluorocyclobutyl)aniline